4-dicyanomethylene-2-(p-dimethylaminostyryl)-6-methyl-4H-pyran C(#N)C(=C1C=C(OC(=C1)C)C=CC1=CC=C(C=C1)N(C)C)C#N